O=[Tc] oxotechnetium